NC1=C2C(=NC=N1)N(N=C2C2=CC=C(C=C2)OC2=CC=CC=C2)C2CCN(CC2)C(\C=C\CN(C)C)=O (E)-1-(4-(4-amino-3-(4-phenoxyphenyl)-1H-pyrazolo[3,4-d]Pyrimidin-1-yl)piperidin-1-yl)-4-(bisMethylamino)but-2-en-1-one